tert-Butyl N-[2-[5-[(1R)-1-benzyloxy-1-(trifluoromethyl)but-3-enyl]-1,3,4-oxadiazol-2-yl]-6-pent-4-enoxy-5-(trifluoromethyl)-3-pyridyl]carbamate C(C1=CC=CC=C1)O[C@@](CC=C)(C(F)(F)F)C1=NN=C(O1)C1=NC(=C(C=C1NC(OC(C)(C)C)=O)C(F)(F)F)OCCCC=C